ClC1=CC(=C(C(=O)N2C[C@H](N(CC2)C=2C(=NC(=CC2)C2=C(C=CC=C2)OCC)C(=O)N[C@H]2CNCC2)CC)C=C1)C(F)F 3-[(2R)-4-[4-chloro-2-(difluoromethyl)benzoyl]-2-ethylpiperazin-1-yl]-6-(2-ethoxyphenyl)-N-[(3R)-pyrrolidin-3-yl]pyridine-2-carboxamide